C1(=CC=CC=C1)OC(C=CC1=CCC(C=C1)(C(C1=CC=C(C=C1)OCCCO)=O)CO)=O 4-hydroxymethyl-4-[4-(hydroxypropyl)oxybenzoyl]cinnamic acid phenyl ester